C12COCC(CC1)N2C[C@@H]2NC[C@H](N(C2)C(=O)OC(C)(C)C)C tert-butyl (2R,5S)-5-((3-oxa-8-azabicyclo[3.2.1]octan-8-yl) methyl)-2-methylpiperazine-1-carboxylate